5-(2,4-dimethyl-1,3-benzoxazol-6-yl)-2-(6-{[(3R,4S)-3-fluoro-2,2,6,6-tetramethylpiperidin-4-yl]oxy}pyridazin-3-yl)pyridin-3-ol CC=1OC2=C(N1)C(=CC(=C2)C=2C=C(C(=NC2)C=2N=NC(=CC2)O[C@@H]2[C@@H](C(NC(C2)(C)C)(C)C)F)O)C